2'-((6-(Cyclopentylamino)pyrimidin-4-yl)amino)spiro[cyclohexane-1,4'-thieno[2,3-c]pyrrol]-6'(5'H)-one C1(CCCC1)NC1=CC(=NC=N1)NC1=CC2=C(C(NC23CCCCC3)=O)S1